C1(CC1)[C@@H](CC#N)N1N=CC(=C1)C=1C2=C(N=CN1)N(C=C2)COCC[Si](C)(C)C |r| Racemic-3-cyclopropyl-3-{4-[7-(2-trimethylsilylethoxymethyl)-7H-pyrrolo[2,3-d]pyrimidin-4-yl]pyrazol-1-yl}propionitrile